C([O-])([O-])=O.[K+].[K+] potassium (carbonate) salt